OC1CCN(CC1)C=1C=CC(=NC1)NC=1C2=C(C(=NC1)C=1C=3N(C=NC1)C=CN3)CNC2=O 7-((5-(4-hydroxypiperidin-1-yl)pyridin-2-yl)amino)-4-(imidazo[1,2-c]pyrimidin-8-yl)-2,3-dihydro-1H-pyrrolo[3,4-c]pyridin-1-one